CC1=NOC(=C1C=O)C 3,5-dimethyl-4-isoxazolecarboxaldehyde